Cl.N1CCC(CC1)C(C#N)CC 2-(piperidin-4-yl)butyronitrile hydrogen chloride